FC=1C=C(CN2CCC(CC2)NC=2N=NC(=CC2)C(F)(F)F)C=CC1F N-[1-(3,4-difluorobenzyl)piperidin-4-yl]-6-(trifluoromethyl)pyridazin-3-amine